COC1=NC(=NC=C1C(F)(F)F)N[C@H]1CN(CC1)C=1C2=C(N=CN1)CNCC2 (R)-4-methoxy-N-(1-(5,6,7,8-tetrahydropyrido[3,4-d]pyrimidin-4-yl)pyrrolidin-3-yl)-5-(trifluoromethyl)pyrimidin-2-amine